(2S,4R)-1-(9H-fluoren-9-ylmethoxycarbonyl)-4-(oxetan-2-yloxy)pyrrolidine-2-carboxylic acid C1=CC=CC=2C3=CC=CC=C3C(C12)COC(=O)N1[C@@H](C[C@H](C1)OC1OCC1)C(=O)O